(4-(trifluoromethoxy)phenoxy)quinoxaline-2-carboxamide FC(OC1=CC=C(OC=2C(=NC3=CC=CC=C3N2)C(=O)N)C=C1)(F)F